N1(CCCCC1)C1=NC=CC=C1C(=O)O 2-piperidin-1-ylpyridine-3-carboxylic acid